3,4-dimethoxybenzyl ether COC=1C=C(COCC2=CC(=C(C=C2)OC)OC)C=CC1OC